2-(4-(6-((4-chloro-2-fluorobenzofuran-7-yl)methoxy-d2)pyridin-2-yl)cyclohex-3-en-1-yl)acetic acid ClC1=CC=C(C2=C1C=C(O2)F)C(OC2=CC=CC(=N2)C2=CCC(CC2)CC(=O)O)([2H])[2H]